trimethylpropane tri(3-mercaptopropionate) SCCC(=O)O.SCCC(=O)O.SCCC(=O)O.CC(CC)(C)C